1-chloro-1-iodoacetone ClC(C(=O)C)I